C(=O)C=1C=C(OC1)C(=O)OC(C)(C)C tert-Butyl 4-formylfuran-2-carboxylate